2-(tetrahydro-2H-pyran-4-yl)-6-((tetrahydrofuran-3-yl)oxy)-2H-indazole-5-carboxylic acid O1CCC(CC1)N1N=C2C=C(C(=CC2=C1)C(=O)O)OC1COCC1